CC1=C(C=CC(=C1)NCC(C)C1=CC=CC=C1)NC(C1=CC=CC=C1)=O N-(2-methyl-4-((2-phenylpropyl)amino)phenyl)benzamide